8-Cyclopentyl-7H-purine-6-carboxamide C1(CCCC1)C1=NC2=NC=NC(=C2N1)C(=O)N